N8-hydroxyoctanediamide ONC(CCCCCCC(=O)N)=O